[F-].C(O)CN ethanolamine fluoride salt